C(CCCC)OC(CCCCCCCCC/C=C/C=C)OCCCCC (3E)-14,14-dipentyloxy-1,3-tetradecadiene